1-[2-(4-Chloro-phenyl)-ethyl]-4-[1-(4-fluoro-phenyl)-1H-[1,2,3]triazol-4-yl]-piperidine ClC1=CC=C(C=C1)CCN1CCC(CC1)C=1N=NN(C1)C1=CC=C(C=C1)F